COCCOCC1=CC=C(C=C1)C1=CC=C(C=C1)C1(CC1)NC(=O)NC1(CN2CCC1CC2)C 1-(4'-((2-Methoxyethoxy)methyl)-[1,1'-biphenyl]-4-yl)cyclopropyl-3-(3-methylquinuclidin-3-yl)urea